O[C@H](CC=1C=C(C=O)C=CC1O)C(C)(C)O (R)-3-(2,3-dihydroxy-3-methylbutyl)-4-hydroxybenzaldehyde